C(C)(C)[C@@]1(C=C[C@H](C1)N[C@@H]1C(COCC1)OC)C(=O)N1CC=2C=C(C=NC2CC1)C(F)(F)F ((1S,4S)-1-isopropyl-4-(((4S)-3-methoxytetrahydro-2H-pyran-4-yl)amino)cyclopent-2-en-1-yl)(3-(trifluoromethyl)-7,8-dihydro-1,6-naphthyridin-6(5H)-yl)methanone